BrC=1C(=C(C=NC1)[C@@H]1CC[C@@H](N1C(=O)OC(C)(C)C)C(=O)OC)O 1-(tert-butyl) 2-methyl (2R,5S)-5-(5-bromo-4-hydroxypyridin-3-yl)pyrrolidine-1,2-dicarboxylate